ClC=1C=CC(=C(C1)C=1C2=C(N=CN1)C(=CS2)C(=O)O)O 4-(5-chloro-2-hydroxyphenyl)thieno[3,2-d]pyrimidine-7-carboxylic acid